NC1=C(C(=NC=2N1N=C(C2C)C)NC(C)C2=NC(=CC=C2)C)C#N 7-amino-2,3-dimethyl-5-{[1-(6-methylpyridin-2-yl)ethyl]amino}pyrazolo[1,5-a]pyrimidine-6-carbonitrile